[Ni+3] The molecule is a nickel cation in which the nickel carries a triple positive charge. It is a metal cation allergen, a nickel cation and a monoatomic trication.